FC(C(=O)O)(F)F.NC[C@@]1(OC2=C(C1)C(=C(C=C2)Cl)C=2C(=C(OCC(=O)O)C=CC2C(N)=O)F)C2=CC=CC=C2 2-(3-((2s,4s)-2-(aminomethyl)-5-chloro-2-phenyl-2,3-dihydrobenzofuran-4-yl)-4-carbamoyl-2-fluorophenoxy)acetic acid trifluoroacetate